5-CYCLOHEXADECEN-1-ONE C1(CCCC=CCCCCCCCCCC1)=O